tert-butyl 4-(3-fluoro-5-nitro-2-pyridyl)piperazine-1-carboxylate FC=1C(=NC=C(C1)[N+](=O)[O-])N1CCN(CC1)C(=O)OC(C)(C)C